(6-fluoro-3,4-dihydroisoquinolin-2(1H)-yl)-3-methyl-2-nitrothiophen FC=1C=C2CCN(CC2=CC1)C=1C(=C(SC1)[N+](=O)[O-])C